5-fluoro-3-(trifluoromethyl)benzoic acid FC=1C=C(C=C(C(=O)O)C1)C(F)(F)F